4-(1-(3-amino-5-(trifluoromethyl)phenyl)ethyl)-N6,2-dimethyl-7-(morpholinomethyl)quinazoline-4,6-diamine NC=1C=C(C=C(C1)C(F)(F)F)C(C)C1(NC(=NC2=CC(=C(C=C12)NC)CN1CCOCC1)C)N